(2,6-dichloropyridin-4-yl)methyl (S)-3-(6-Aminopyridin-3-yl)-2-(methylamino)propanoate dihydrochloride Cl.Cl.NC1=CC=C(C=N1)C[C@@H](C(=O)OCC1=CC(=NC(=C1)Cl)Cl)NC